[6-[4-Amino-1H-pyrazol-1-yl]spiro[3.3]hept-2-yl]methanol NC=1C=NN(C1)C1CC2(CC(C2)CO)C1